C(C)(C)OC1=C(C(=CC=C1)OC(C)C)C1=CC=CC=C1 2',6'-diisopropoxy-1,1'-biBenzene